(Z)-3-((4-chloro-1-(tetrahydro-2H-pyran-2-yl)-1H-indazol-5-yl)amino)-3-(methylsulfanyl)-1-(3-nitrophenyl)prop-2-en-1-one ClC1=C2C=NN(C2=CC=C1N/C(=C/C(=O)C1=CC(=CC=C1)[N+](=O)[O-])/SC)C1OCCCC1